Trihydroxyl-vinyl chloride OC(=C(O)O)Cl